C(C1=CC=CC=C1)(=O)C=1C=C2C=3C=CC=CC3N(C2=CC1)CC 6-benzoyl-N-ethylcarbazole